ClC1=CC=C(C=2CCC12)C1=NNCC1C1=CC=CC=C1 3-(5-chlorobicyclo[4.2.0]oct-1(6),2,4-triene-2-yl)-4-phenyl-4,5-dihydro-1H-pyrazole